Pentadecanoic acid lauryl ester C(CCCCCCCCCCC)OC(CCCCCCCCCCCCCC)=O